FC(C=1C=C(C=CC1)S(=O)(=O)N1CCC(CC1)C(=O)O)(F)F 1-((3-(trifluoromethyl)phenyl)sulfonyl)piperidine-4-carboxylic acid